FC1=CCCN2C(C=3N([C@H]1C2)C=C(C(C3O)=O)C(=O)NCC3=C(C=C(C=C3F)F)F)=O |r| (7S)- and (7R)-6-fluoro-12-hydroxy-1,11-dioxo-N-(2,4,6-trifluorobenzyl)-1,4,7,11-tetrahydro-3H-2,7-methanopyrido[1,2-a][1,4]diazonine-10-carboxamide